ClS(=O)(=O)N(C1CCCCC1)C1CCCCC1 N-chlorosulfonyldicyclohexylamine